(4-heptyl-[1,1-biphenyl]-4-yl)boronic acid C(CCCCCC)C1(CC=C(C=C1)C1=CC=CC=C1)B(O)O